2-((4,5-dichloroindoline-1-carboxamido)ethyl)-N-hydroxyisoxazole-3-carboxamide ClC1=C2CCN(C2=CC=C1Cl)C(=O)NCCN1OC=CC1C(=O)NO